[Cl-].C(C=C)(=O)OCC[N+](C)(C)CC1=CC=CC=C1 (2-acryloyloxyethyl)benzyldimethylammonium chloride